FC1=C(N)C=CC(=C1COC1=CC=2N(N=C1)C=NC2C(F)(F)F)F 2,4-difluoro-3-([[5-(trifluoromethyl)imidazo[1,5-b]pyridazin-3-yl]oxy]methyl)aniline